NC1=NC=C(C2=C1C(=NN2C2CNCC2)C#CC=2C=CC1=CN(N=C1C2)CC)C(=O)C2CC2 3-(4-amino-7-(cyclopropanecarbonyl)-3-((2-ethyl-2H-indazol-6-yl)ethynyl)-1H-pyrazolo[4,3-c]pyridin-1-yl)pyrrolidin